(1R,2R)-N-(2-(5-fluoro-2,4-dimethoxypyridin-3-yl)-1-methyl-1H-pyrrolo[2,3-c]pyridin-5-yl)-2-((4-methylpiperazin-1-yl)methyl)cyclopropane-1-carboxamide FC=1C(=C(C(=NC1)OC)C1=CC=2C(=CN=C(C2)NC(=O)[C@H]2[C@@H](C2)CN2CCN(CC2)C)N1C)OC